C1(CC1)C1=NNC(=N1)C1CC2(CN(C2)C(=O)N2CC3(C2)CN(C3)CC3=NC(=NO3)CC(F)(F)F)C1 [6-(3-cyclopropyl-1H-1,2,4-triazol-5-yl)-2-azaspiro[3.3]heptan-2-yl]-[6-[[3-(2,2,2-trifluoroethyl)-1,2,4-oxadiazol-5-yl]methyl]-2,6-diazaspiro[3.3]heptan-2-yl]methanone